(4-(6-methylbenzo[d]thiazol-2-yl)phenyl)-2-nitrobenzenesulfonamide CC1=CC2=C(N=C(S2)C2=CC=C(C=C2)C=2C(=C(C=CC2)S(=O)(=O)N)[N+](=O)[O-])C=C1